z-benzenediol C=1(C(=CC=CC1)O)O